ClC=1C(=NC(=NC1)N1C[C@@H](C(CC1)(F)F)C)NC1=CC=2C3=C(C(N(C2C=C1)C)=O)OCC[C@@H](N3)C3CC3 (R)-10-((5-chloro-2-((S)-4,4-difluoro-3-methylpiperidin-1-yl)pyrimidin-4-yl)amino)-2-cyclopropyl-7-methyl-1,2,3,4-tetrahydro-[1,4]oxazepino[2,3-c]quinolin-6(7H)-one